COC(CCSC=1C(=NC=C(C1)Br)OC)=O 3-((5-bromo-2-methoxypyridin-3-yl)thio)propanoic acid methyl ester